C1(CCCCC1)/C=C/C=1C=C2CC(C(C2=CC1)NC(O[C@@H]1CN2CCC1CC2)=O)(C)C (S)-quinuclidin-3-yl (5-((E)-2-cyclohexylvinyl)-2,2-dimethyl-2,3-dihydro-1H-inden-1-yl)carbamate